(R)-tert-Butyl 3-(1-((1-(3-cyclohexyl-2-methylpropanoyl)-4-hydroxypiperidin-4-yl)methyl)-4-(2-fluorophenyl)-6-oxo-1,6-dihydropyridin-3-yl)benzylcarbamate C1(CCCCC1)C[C@H](C(=O)N1CCC(CC1)(O)CN1C=C(C(=CC1=O)C1=C(C=CC=C1)F)C=1C=C(CNC(OC(C)(C)C)=O)C=CC1)C